1-(2-(benzyloxy)ethyl)-8-chloro-6-methaneyl-1H-pyrazolo[3,4-g]quinazoline C(C1=CC=CC=C1)OCCN1N=CC=2C1=CC=1C(=NC(=NC1C2)C)Cl